(2,4-bis(allyloxy)-5-chlorophenyl)(morpholino)methanone C(C=C)OC1=C(C=C(C(=C1)OCC=C)Cl)C(=O)N1CCOCC1